(Sa)-6-(4-Fluoro-1-(4-(4,4,5,5-tetramethyl-1,3,2-dioxaborolan-2-yl)benzyl)-1H-indole-7-carboxamido)spiro[3.3]heptane FC1=C2C=CN(C2=C(C=C1)C(=O)NC1CC2(CCC2)C1)CC1=CC=C(C=C1)B1OC(C(O1)(C)C)(C)C